ClC=1C=C(C=CC1)CCN1C[C@@H]([C@H](C1)C)COC1=CC=C(C=C1)S(=O)(=O)CCOC (3R,4R)-1-[2-(3-chlorophenyl)ethyl]-3-{[4-(2-methoxyethylsulfonyl)phenoxy]methyl}-4-methylpyrrolidine